The molecule is a hydroxy saturated fatty acid anion that is the conjugate base of 9-hydroxydecanoic acid, obtained by deprotonation of the carboxy group; major species at pH 7.3. It is a conjugate base of a 9-hydroxyoctadecanoic acid. CCCCCCCCCC(CCCCCCCC(=O)[O-])O